C(C1=CC=CC=C1)OC1CCC(CC1)=O 4-(benzyloxy)cyclohexane-1-one